C(C1=CC=CC=C1)[C@](C(=O)NC=1C=NC2=C(C=CC=C2C1)C)(CC(F)(F)F)C (2S)-2-benzyl-4,4,4-trifluoro-2-methyl-N-(8-methyl-3-quinolyl)butanamide